N-(2-methoxy-4-morpholinylphenyl)-4-(2-(methylsulfonyl)phenoxy)-7-p-toluenesulfonyl-7H-pyrrolo[2,3-d]pyrimidin-2-amine COC1=C(C=CC(=C1)N1CCOCC1)NC=1N=C(C2=C(N1)N(C=C2)S(=O)(=O)C2=CC=C(C)C=C2)OC2=C(C=CC=C2)S(=O)(=O)C